tert-butyl 6-(4-(dimethylamino)pyridin-3-yl)-4-azaspiro[2.4]heptane-4-carboxylate CN(C1=C(C=NC=C1)C1CN(C2(CC2)C1)C(=O)OC(C)(C)C)C